tert-butyl(tert-butoxycarbonyl)(5-(4-(isopropylsulfonyl)phenyl)-3-(3-(4-(((benzeneOxycarbonyl)amino)methylene)phenyl)isoxazol-5-yl)pyrazin-2-yl)carbamate C(C)(C)(C)OC(N(C1=NC=C(N=C1C1=CC(=NO1)C1=CCC(C=C1)=CNC(=O)OC1=CC=CC=C1)C1=CC=C(C=C1)S(=O)(=O)C(C)C)C(=O)OC(C)(C)C)=O